FC([C@@H]1C[C@@H](CN1)OC1=NOC(=C1C1=CC=2N(C=C1)N=C(C2)NC(=O)C2CC2)C)F N-[5-[3-[(3S,5S)-5-(difluoromethyl)pyrrolidin-3-yl]oxy-5-methyl-isoxazol-4-yl]pyrazolo[1,5-a]pyridin-2-yl]cyclopropanecarboxamide